FC1=C(C=C(C(=C1)F)F)CC(=O)OC methyl 2,4,5-trifluoro-phenylacetate